tert-butyl (S)-2-(2-ethyl-6-(3-methyl-1H-pyrrolo[2,3-b]pyridin-5-yl)-3-oxo-1,2,3,4-tetraHydroisoquinolin-8-yl)pyrrolidine-1-carboxylate C(C)N1CC2=C(C=C(C=C2CC1=O)C=1C=C2C(=NC1)NC=C2C)[C@H]2N(CCC2)C(=O)OC(C)(C)C